Cl.FC(C1C(C1)N)(F)F 2-(Trifluoromethyl)cyclopropanamin hydrochlorid